COC(C1=C(C=CC(=C1)C1=NC(=NC=C1Cl)Cl)C)=O 5-(2,5-dichloropyrimidin-4-yl)-2-methylbenzoic acid methyl ester